CC1=CC(=CC(N1)=O)C(F)(F)F 6-methyl-4-(trifluoromethyl)pyridin-2(1H)-one